C(C1=CC=C(C(=O)O)C=C1)(=O)O.C(CCCCC(=O)O)(=O)O.C1(CCCCC(=O)OCCCCO1)=O butylene adipate ADIPATE TEREPHTHALATE